FC1=C(C=CC(=C1)F)C1=CC(=NO1)C(=O)NC1(CN(C1)C1CCC(CC1)(C)O)CC(=O)NC(C)(C)C1=C(C=CC(=C1)F)F 5-(2,4-difluorophenyl)-N-(3-(2-((2-(2,5-difluorophenyl)propan-2-yl)amino)-2-oxoethyl)-1-(4-hydroxy-4-methylcyclohexyl)azetidin-3-yl)isoxazole-3-carboxamide